CCC(CC)(C1=CC=C(C=C1)O)C2=CC=C(C=C2)O 3-bis(4-hydroxyphenyl)pentane